6-bromo-1-oxo-3,4-dihydro-2H-isoquinoline-4-carboxylic acid methyl ester COC(=O)C1CNC(C2=CC=C(C=C12)Br)=O